N-benzyl-2-(5-(4-((3-methyloxetan-3-yl)methoxy)phenyl)pyridin-2-yl)acetamide C(C1=CC=CC=C1)NC(CC1=NC=C(C=C1)C1=CC=C(C=C1)OCC1(COC1)C)=O